rac-dimethylsilylbis(2-methylindenyl)zirconium dichloride CC1=CC2=CC=CC=C2[C-]1[Si](C)(C)[C-]3C(=CC4=CC=CC=C34)C.Cl[Zr+2]Cl